ClC1=C(C=C(C=C1OC)OC)C=1C(=C(C(N(N1)C)=O)OC)C1=C(C=C(C=C1)F)Cl 6-(2-chloro-3,5-dimethoxyphenyl)-5-(2-chloro-4-fluorophenyl)-4-methoxy-2-methyl-3(2H)-pyridazinone